1,3,3-trimethyl-cyclohexane-carbonitrile CC1(CC(CCC1)(C)C)C#N